4-((5-phenyl-1-(4-(trifluoromethyl)benzyl)-1H-benzo[d]imidazole-7-carboxamido)methyl)benzoic acid C1(=CC=CC=C1)C1=CC2=C(N(C=N2)CC2=CC=C(C=C2)C(F)(F)F)C(=C1)C(=O)NCC1=CC=C(C(=O)O)C=C1